9,9-dimethylbenzofluorene CC1(C=C2C=C3C4=C(C=CC3=C2C=C1)C=CC=C4)C